5-Bromo-7-methylpyrazolo[1,5-a]pyridine-2-carbaldehyde BrC1=CC=2N(C(=C1)C)N=C(C2)C=O